1-((3S,4R)-4-(3,4-difluorophenyl)-1-(2-methoxyethyl)pyrrolidin-3-yl)-3-(3-((R)-2-hydroxypropoxy)-4-methyl-1-phenyl-1H-pyrazol-5-yl)urea FC=1C=C(C=CC1F)[C@H]1[C@@H](CN(C1)CCOC)NC(=O)NC1=C(C(=NN1C1=CC=CC=C1)OC[C@@H](C)O)C